1-(2-bromoethyl)cyclopropan-1-ol BrCCC1(CC1)O